3-(1H-pyrazol-3-yl)-1H-pyrazolo[4,3-b]pyridine N1N=C(C=C1)C1=NNC=2C1=NC=CC2